6,12-dibromo-2-(5-bromopentyl)-9-oxa-2,4-diazatricyclo[8.4.0.0^{3,8}]tetradeca-1(10),3(8),4,6,11,13-hexaene BrC=1C=NC=2N(C=3C=CC(=CC3OC2C1)Br)CCCCCBr